COC1=C(C=CC(=C1)OC)OB(O)O (2,4-dimethoxyphenyl)boric acid